N-(1-(5-(3-cyano-6-(2-hydroxy-2-methylpropoxy)pyrazolo[1,5-a]pyridin-4-yl)pyridin-2-yl)-4-methylpiperidin-4-yl)-4-oxo-1,4-dihydropyridine-2-carboxamide C(#N)C=1C=NN2C1C(=CC(=C2)OCC(C)(C)O)C=2C=CC(=NC2)N2CCC(CC2)(C)NC(=O)C=2NC=CC(C2)=O